O1CCC(CC1)NC1=C2C=C(N(C2=CC=C1)CC(F)(F)F)C1=NOC(=N1)CNC(=O)C1CC1 N-[(3-{4-[(oxan-4-yl)amino]-1-(2,2,2-trifluoroethyl)-1H-indol-2-yl}-1,2,4-oxadiazol-5-yl)methyl]cyclopropanecarboxamide